2-(morpholin-4-yl)-8-(trifluoromethyl)-N-({5-[4-(trifluoromethyl)phenyl]-1H-imidazol-2-yl}methyl)pyrazolo[1,5-a][1,3,5]triazin-4-amine N1(CCOCC1)C1=NC=2N(C(=N1)NCC=1NC(=CN1)C1=CC=C(C=C1)C(F)(F)F)N=CC2C(F)(F)F